(1S,3S)-3-({2-methyl-6-[1-methyl-5-({5-[(3-methyl-1H-pyrazol-1-yl)methyl]-1H-1,2,3,4-tetrazol-1-yl}methyl)-1H-1,2,3-triazol-4-yl]pyridin-3-yl}oxy)cyclohexane-1-carboxylic acid CC1=NC(=CC=C1O[C@@H]1C[C@H](CCC1)C(=O)O)C=1N=NN(C1CN1N=NN=C1CN1N=C(C=C1)C)C